Phenothiazine C1=CC=CC=2SC3=CC=CC=C3NC12